C(C)N(CCCOC(=O)OC(CCOC(CCCCC(OCCCCCC)OCCCCCC)=O)CCCCCCCCCCCC)CC 3-(((3-(diethylamino)propoxy)carbonyl)oxy)pentadecyl-6,6-bis(hexyloxy)hexanoate